6-(4-Amino-2,6-dichlorophenoxy)-2-(4-methylbenzyl)-3,4-dihydroisoquinolin-1(2H)-one NC1=CC(=C(OC=2C=C3CCN(C(C3=CC2)=O)CC2=CC=C(C=C2)C)C(=C1)Cl)Cl